CC1(COC1)OC1=C(C=CC=C1)C1(NC=CC(=N1)N)N 2-(((3-methyloxet-3-yl)oxy)phenyl)pyrimidine-2,4-diamine